3-(2-oxopyrrolidin-1-yl)bicyclo[1.1.1]pentan-1-yl (S)-1-(4-fluorophenyl)-3,4-dihydroisoquinoline-2(1H)-carboxylate FC1=CC=C(C=C1)[C@@H]1N(CCC2=CC=CC=C12)C(=O)OC12CC(C1)(C2)N2C(CCC2)=O